Cl.N=1N2C(=CC1C=1C=C(C(=NC1)N)OCC=1N=NC=CC1)[C@]1(CC2)CNCC1 5-[(3R)-5',6'-dihydrospiro[pyrrolidine-3,4'-pyrrolo[1,2-b]pyrazol]-2'-yl]-3-(pyridazin-3-ylmethoxy)pyridin-2-amine-hydrochloride salt